NC1CN(CCC1)C1C(CC(C1)C1=CC=C(C=C1)F)OC=1C=NC(=NC1)C#N 5-[2-(3-amino-1-piperidinyl)-4-(4-fluorophenyl)cyclopentyloxy]Pyrimidine-2-carbonitrile